CC1(OC[C@@H](O1)C(=O)OC1=C2[C@H]3[C@H](C(OC2=CC(=C1)C(C)(CCCCCC)C)(C)C)CCC(C3)=O)C (6aR,10aR)-6,6-Dimethyl-3-(2-methyloctan-2-yl)-9-oxo-6a,7,8,9,10,10a-hexahydro-6H-benzo[c]chromen-1-yl (R)-2,2-dimethyl-1,3-dioxolane-4-carboxylate